N-(2-amino-phenyl)acrylamide NC1=C(C=CC=C1)NC(C=C)=O